Imidazo[4,5-b]Pyridine-6-carboxylic acid methyl ester COC(=O)C=1CC=2C(=NC1)N=CN2